FC1=C(C=CC=C1)C1=C(C(=NC=C1)N1C[C@H](CC1)F)N1C(NCC1)=O (S)-1-(4-(2-fluorophenyl)-2-(3-fluoropyrrolidin-1-yl)pyridin-3-yl)imidazolidin-2-one